N-{[2-(difluoromethoxy)pyridin-4-yl]methyl}carbamic acid 4-nitrophenyl ester [N+](=O)([O-])C1=CC=C(C=C1)OC(NCC1=CC(=NC=C1)OC(F)F)=O